5-fluoro-N-(5-(4-(4-(2-fluoroacryloyl)piperazin-1-yl)quinazolin-6-yl)-2-methoxypyridin-3-yl)pyridine-2-sulfonamide FC=1C=CC(=NC1)S(=O)(=O)NC=1C(=NC=C(C1)C=1C=C2C(=NC=NC2=CC1)N1CCN(CC1)C(C(=C)F)=O)OC